C(#N)C1(CCC1)C(=O)N1C[C@H]2OC3=C([C@@H]1C2)C=NC=C3C#N (2S,5S)-4-(1-cyanocyclobutane-1-carbonyl)-2,3,4,5-tetrahydro-2,5-methanopyrido[3,4-f][1,4]oxazepine-9-carbonitrile